OCCNCCC N-hydroxyethyl-amino-propane